(10R,14S)-14-amino-10-methyl-4,5,8-triazatricyclo[13.3.1.02,7]nonadeca-1(19),2,4,6,15,17-hexaen-9-one N[C@H]1CCC[C@H](C(NC2=CN=NC=C2C=2C=CC=C1C2)=O)C